(Z)-N'-((1,5-dimethyl-1H-pyrazole-3-carbonyl)oxy)-1-(o-tolyl)cyclopropane-1-carboximidamide CN1N=C(C=C1C)C(=O)O\N=C(/N)\C1(CC1)C1=C(C=CC=C1)C